C(C)(C)(C)OCC(=O)N1C[C@@H](N(CC1)C1=NC=C(C=N1)C=1C=CC=2N=C3COCC4(N3C2N1)COC1=C4C=CC=C1)C 2-(tert-butoxy)-1-((3S)-4-(5-(6',8'-dihydro-2H-spiro[benzofuran-3,9'-pyrido[3',2':4,5]imidazo[2,1-c][1,4]oxazin]-2'-yl)pyrimidin-2-yl)-3-methylpiperazin-1-yl)ethanone